CC1=C(C(=CC=C1)C)C1=NC(=NC(=C1)OC[C@@H](CC(C)(C)C)NCC1OCCC1(C)C)NS(=O)(=O)C=1C=C(C(=O)O)C=CC1 3-[[4-(2,6-dimethylphenyl)-6-[(2R)-2-[(3,3-dimethyltetrahydrofuran-2-yl)methylamino]-4,4-dimethyl-pentoxy]pyrimidin-2-yl]sulfamoyl]benzoic acid